N1(CCNCC1)CCC[Si](OC)(OC)C piperazinylpropyl-methyl-dimethoxysilane